I.N1C=NC(=C1)CCNC(CC(=O)NCCC=1N=CNC1)=O N,N'-bis[2-(1H-imidazol-4-yl)ethyl]propanediamide hydroiodide